C(OCCOC(=O)O)(=O)O 2,5-dioxaadipic acid